N-(3-aminopropyl)-3-aminopropanesulfonic acid ammonium salt [NH4+].NCCCNCCCS(=O)(=O)[O-]